C(C)OC(C(CC(C)C)N1C(C=C(C(=C1)CCN1CC(C1)COC)C(F)(F)F)=O)=O.C[Si](OC(C#C)(C)C)(OC(C#C)(C)C)OC(C#C)(C)C methyl-tris(1,1-dimethyl-propynyloxy)silane ethyl-2-(5-(2-(3-(methoxymethyl)azetidin-1-yl)ethyl)-2-oxo-4-(trifluoromethyl)pyridin-1(2H)-yl)-4-methylpentanoate